1-(4-(4-(5-(2,6-difluorophenyl)-4,5-dihydroisoxazol-3-yl)thiazol-2-yl)piperidin-1-yl)-2-(5-methyl-1H-benzoimidazol-1-yl)ethan-1-one FC1=C(C(=CC=C1)F)C1CC(=NO1)C=1N=C(SC1)C1CCN(CC1)C(CN1C=NC2=C1C=CC(=C2)C)=O